CC(C)(C)[S@@](=O)/N=C/C1CCOCC1 (R)-2-methyl-N-[(E)-tetrahydro-2H-pyran-4-ylmethylene]-2-propanesulfinamide